1,5-di-tert-butyl 2-(3-fluoropyridin-4-yl)-4-oxo-7-(2-oxoethyl)-6H,7H-pyrrolo[3,2-c]pyridine-1,5-dicarboxylate FC=1C=NC=CC1C1=CC=2C(N(CC(C2N1C(=O)OC(C)(C)C)CC=O)C(=O)OC(C)(C)C)=O